ClC=1C=NN(C1C1=NN2C(N(CCC2)CC2=CC(=C(C=C2)C=2N(C=C(N2)C(F)(F)F)CC)F)=C1)C(COC)(C)C 2-(4-chloro-1-(1-methoxy-2-methylpropan-2-yl)-1H-pyrazol-5-yl)-4-(4-(1-ethyl-4-(trifluoromethyl)-1H-imidazol-2-yl)-3-fluorobenzyl)-6,7-dihydropyrazolo[1,5-a]pyrimidin